[Si].[Mo].[Cr] chromium molybdenum silicon